N-(4-phenylthiazole-2-yl)-3-(piperazine-1-yl)propionamide tri-hydrochloride Cl.Cl.Cl.C1(=CC=CC=C1)C=1N=C(SC1)NC(CCN1CCNCC1)=O